ClC1=NC=CC(=C1)OC1=C(N=C(S1)N(C)C)OC1=NC(=CC=C1)C 5-(2-chloropyridin-4-yloxy)-N,N-Dimethyl-4-(6-methylpyridin-2-yloxy)thiazol-2-amine